(S)-5-(6-methyl-5,6,7,8-tetrahydropyrido[3,4-d]pyrimidin-4-yloxy)-N-(5-(1-methylcyclopropyl)-1H-pyrazol-3-yl)-1H-indol-1-carboxamide C[C@H]1CC2=C(N=CN=C2OC=2C=C3C=CN(C3=CC2)C(=O)NC2=NNC(=C2)C2(CC2)C)CN1